BrC1=CC=C2C(=CC(OC2=C1)=O)C1=C(C=CC=C1)Cl 7-bromo-4-(2-chlorophenyl)-2H-chromen-2-one